Benzyl 4-(4-{[1-(tert-butoxycarbonyl)-3,3-difluoropiperidin-4-yl]methyl}piperazin-1-yl)-2,3-dihydroindole-1-carboxylate C(C)(C)(C)OC(=O)N1CC(C(CC1)CN1CCN(CC1)C1=C2CCN(C2=CC=C1)C(=O)OCC1=CC=CC=C1)(F)F